C1(=CC=CC=C1)C1=C(N=C2N1COC1=C2C=NC=C1)C1=CC=C(CN2CC(C2)NC2=NC(=NC=C2)C#N)C=C1 4-((1-(4-(3-Phenyl-5H-imidazo[1,2-c]pyrido[3,4-e][1,3]oxazin-2-yl)benzyl)azetidin-3-yl)amino)pyrimidine-2-carbonitrile